C(#N)C1(CC1)C=1C=C(C(=NC1)C(=O)NC=1C(=NC=C(C1)C(F)(F)F)NC)SCC 5-(1-cyanocyclopropyl)-3-ethylsulfanyl-N-[2-(methylamino)-5-(trifluoromethyl)-3-pyridinyl]pyridine-2-carboxamide